Benzyl (1S,4S,5R)-5-[[3-(2,6-dichlorophenyl)-5-(1-fluorocyclopropyl)-1,2-oxazol-4-yl]methoxy]-2-azabicyclo[2.2.1]heptane-2-carboxylate ClC1=C(C(=CC=C1)Cl)C1=NOC(=C1CO[C@H]1[C@@H]2CN([C@H](C1)C2)C(=O)OCC2=CC=CC=C2)C2(CC2)F